tert-butyl-3-((4-((2-((methoxycarbonyl)amino)-1H-benzo[d]imidazol-5-yl)oxy)phenyl)(methyl)amino)azetidine ethyl-2,5-dimethyl-1-phenylpyrrole-3-carboxylate C(C)OC(=O)C1=C(N(C(=C1)C)C1=CC=CC=C1)C.C(C)(C)(C)N1CC(C1)N(C)C1=CC=C(C=C1)OC1=CC2=C(NC(=N2)NC(=O)OC)C=C1